4-bromo-5-nitroisoindoline-1,3-dione BrC1=C2C(NC(C2=CC=C1[N+](=O)[O-])=O)=O